CC1=NC=2CCN(C(C2C=C1)C)C(=O)C1=NC2=C(N1)C(=CC=C2F)C (2,5-Dimethyl-7,8-dihydro-1,6-naphthyridin-6(5H)-yl)(4-fluoro-7-methyl-1H-benzo[d]imidazol-2-yl)methanone